7-(trifluoromethyl)-1H-indole-2-carboxylic acid FC(C=1C=CC=C2C=C(NC12)C(=O)O)(F)F